FC1=C(C=CC(=C1)F)C=1N=NN(N1)C1CCN(CC1)C(=O)OC(C)(C)C tert-butyl 4-(5-(2,4-difluorophenyl)-2H-tetrazol-2-yl)piperidine-1-carboxylate